C(=O)(O)C(CCCCCC1=CC=C(C=C1)CCCCCC1(CC1)C(=O)O)(C)C 1-(5-(4-(6-carboxy-6-methylheptyl)phenyl)pentyl)cyclopropane-1-carboxylic acid